[Al].[Cs] cesium-aluminum